FC1=NC=CC=C1OC1C[C@@H]2[C@@H](CN(C2)C[C@H](O)C2=CC=C(C=N2)O)C1 6-((S)-2-((3aR,5R,6aS)-5-((2-fluoropyridin-3-yl)oxy)hexahydrocyclopenta[c]pyrrol-2(1H)-yl)-1-hydroxyethyl)pyridin-3-ol